methylhexadecan-1-ol CC(CCCCCCCCCCCCCCC)O